N-(tert-butyldimethylsilyl)propane-2-sulfonamide [Si](C)(C)(C(C)(C)C)NS(=O)(=O)C(C)C